ClC1=NC=C(C=N1)C1=CSC2=C1C(N(C=C2)CC(=O)N2CC(C2)(F)CC)=O 3-(2-chloropyrimidin-5-yl)-5-(2-(3-ethyl-3-fluoroazetidin-1-yl)-2-oxoethyl)thieno[3,2-c]pyridin-4(5H)-one